2-(2-chlorophenyl)-N-(2-(1-(4-fluorophenyl)ethyl)-4-sulfamoyl-2H-indazol-6-yl)acetamide ClC1=C(C=CC=C1)CC(=O)NC=1C=C(C2=CN(N=C2C1)C(C)C1=CC=C(C=C1)F)S(N)(=O)=O